phosphoryl-mercaptoethylamine P(=O)#SCCN